C(C)(C)(C)C=1C=C(C=C(C1O)C(C)(C)C)CCC(=O)N 3-(3,5-di-tert-butyl-4-hydroxyphenyl)propanamide